C(C)(=O)N[C@H](CS)C(=O)N[C@H](C)C(=O)N[C@H](CCCNC(N)=N)C(=O)N[C@H](CCCNC(N)=N)C(=O)N N-acetyl-D-cysteinyl-D-alanyl-D-arginyl-D-argininamide